ClC=1C=C(C=CC1)C1=CNC2=CC=CC=C12 3-(3-chlorophenyl)-1H-indole